C(=O)(OC(C)(C)C)NCCC(C(=O)O)C1=CC2=CC=CC=C2C=C1 4-((Boc)amino)-2-(naphthalen-2-yl)butanoic acid